COC Methyl-methyl ether